N-methyl-d3-9H-purin-6-amine C(NC1=C2N=CNC2=NC=N1)([2H])([2H])[2H]